C(C)P(=O)([O-])CC.C(C)P(=O)([O-])CC.C(C)P(=O)([O-])CC.[Al+3] aluminum tris(diethylhypophosphite)